(5-(2-aminoethyl)-6-methoxy-2',6'-dimethyl-[1,1'-biphenyl]-3-yl)methanol NCCC=1C=C(C=C(C1OC)C1=C(C=CC=C1C)C)CO